C(C)C(CN(CC(CCCC)CC)CN1N=NC2=C1C=CC=C2)CCCC 1-(di(2-ethylhexyl)aminomethyl)-benzotriazole